5-((3-bromoimidazo[1,2-a]pyridin-2-yl)methoxy)-2-methoxyisonicotinaldehyde BrC1=C(N=C2N1C=CC=C2)COC2=CN=C(C=C2C=O)OC